C(CCCCCC)NC(N[C@@H](CN1N=NC(=C1)C1=CC=C(C(=O)N2C[C@H]([C@@H](C2)C(=O)N[C@@H]2[C@H](C2)C2=CC=CC=C2)C(=O)N[C@@H]2[C@H](C2)C2=CC=CC=C2)C=C1)C(=O)NCCCCCC)=O (3S,4S)-1-(4-(1-((S)-2-(3-heptylureido)-3-(hexylamino)-3-oxopropyl)-1H-1,2,3-triazol-4-yl)benzoyl)-N3,N4-bis((1S,2R)-2-phenylcyclopropyl)pyrrolidine-3,4-dicarboxamide